vinyl iso-butyl ether C(C(C)C)OC=C